FC([C@](CNC1=CC(=NC2=CN=CC=C12)C1=CC=NC=C1)(O)C)(F)F (S)-1,1,1-trifluoro-2-methyl-3-((2-(pyridin-4-yl)-1,7-naphthyridin-4-yl)amino)propan-2-ol